COCCN1N=C(C2=CC=C(C=C12)[N+](=O)[O-])C 1-(2-methoxyethyl)-3-methyl-6-nitro-1H-indazole